8-(4-(4-((2-(2,6-dioxopiperidin-3-yl)-4-fluoro-1-oxoisoindolin-5-yl)methyl)piperazine-1-yl)piperidin-1-yl)-9-ethyl-6,6-dimethyl-11-oxo-6,11-dihydro-5H-benzo[b]carbazole-3-Formaldehyde O=C1NC(CCC1N1C(C2=CC=C(C(=C2C1)F)CN1CCN(CC1)C1CCN(CC1)C=1C(=CC2=C(C(C=3NC4=CC(=CC=C4C3C2=O)C=O)(C)C)C1)CC)=O)=O